C1(CC1)N1N=C(C=C(C1=O)N1C[C@@H](O[C@@H](C1)C)C)C1=NN(C2=CC=C(C=C12)OC1(CC1)C)C1OCCCC1 2-cyclopropyl-4-((2S,6R)-2,6-dimethyl-(N-morpholinyl))-6-(5-(1-methylcyclopropoxy)-1-(tetrahydro-2H-pyran-2-yl)-1H-indazol-3-yl)pyridazin-3(2H)-one